N-(4-(4-(cyclobutylsulfonylamino)-2-(trifluoromethyl)phenyl)-1H-pyrrolo[2,3-b]pyridin-6-yl)cyclopropylcarboxamide C1(CCC1)S(=O)(=O)NC1=CC(=C(C=C1)C1=C2C(=NC(=C1)NC(=O)C1CC1)NC=C2)C(F)(F)F